FC(C(=O)O)(F)F.NC/C(/COC1=CC=C(C=C1)C(=O)N1CC2=CC=CC=C2CC1)=C/F (Z)-(4-((2-aminomethyl-3-fluoroallyl)oxy)phenyl)-(3,4-dihydroisoquinolin-2(1H)-yl)methanone trifluoroacetate